N-(4-chloro-1,3-benzothiazol-2-yl)-1-[2-(dimethylamino)ethyl]piperidine-3-carboxamide ClC1=CC=CC2=C1N=C(S2)NC(=O)C2CN(CCC2)CCN(C)C